2-((tert-butoxycarbonyl)amino)-4-(methyldisulfanyl)pentanoate C(C)(C)(C)OC(=O)NC(C(=O)[O-])CC(C)SSC